P(OCCCCC)([O-])[O-] monopentyl phosphite